(E)-N-(4-(1-(4-(1-(2-(2-((2-(2,6-dioxopiperidin-3-yl)-1-oxoisoindolin-4-yl)amino)ethoxy)acetyl)piperidin-4-yl)benzoyl)piperidin-4-yl)butyl)-3-(pyridin-3-yl)acrylamide O=C1NC(CCC1N1C(C2=CC=CC(=C2C1)NCCOCC(=O)N1CCC(CC1)C1=CC=C(C(=O)N2CCC(CC2)CCCCNC(\C=C\C=2C=NC=CC2)=O)C=C1)=O)=O